di-n-octylaluminium C(CCCCCCC)[Al]CCCCCCCC